C1(CCC1)N1C=NC(=C1C1=C(C=O)C=CC(=C1)C=1C=NN(C1)C)[N+](=O)[O-] 2-(1-cyclobutyl-4-nitro-1H-imidazol-5-yl)-4-(1-methyl-1H-pyrazol-4-yl)benzaldehyde